NC1=C(C(N=C2N1C(=CS2)C2=CC=C(C=C2)OC)C2=CC(=CC=C2)[N+](=O)[O-])C#N 5-amino-3-(4-methoxyphenyl)-7-(3-nitrophenyl)-7H-thiazolo[3,2-a]pyrimidine-6-carbonitrile